(S)-N-ethyl-4-((5-fluoro-4-(6-methyl-4-oxa-7-azaspiro[2.5]octan-7-yl)pyrimidin-2-yl)amino)benzenesulfonamide C(C)NS(=O)(=O)C1=CC=C(C=C1)NC1=NC=C(C(=N1)N1[C@H](COC2(CC2)C1)C)F